[In].C(C)(=O)CC(C)=O acetylacetone indium salt